CN1C(=CC=C1)C(=O)N1CCN(CC1)C1=CC=C(C(=O)N)C=C1 4-{4-[(1-methyl-1H-pyrrol-2-yl)carbonyl]piperazin-1-yl}benzamide